2-[3-(1,3-Benzothiazol-2-ylamino)-4-methyl-6,7-dihydro-5H-pyrido[2,3-c]pyridazin-8-yl]-5-[3-[2-fluoro-4-(3-morpholinoprop-1-ynyl)phenoxy]propyl]thiazole-4-carboxylic acid S1C(=NC2=C1C=CC=C2)NC2=C(C1=C(N=N2)N(CCC1)C=1SC(=C(N1)C(=O)O)CCCOC1=C(C=C(C=C1)C#CCN1CCOCC1)F)C